Cl.ClC1=C(C=CC=C1C=1C=NC(=CC1)OC(F)(F)F)[C@@]1(CC(N(C(N1)=N)[C@H]1C[C@H](S(CC1)(=O)=O)C)=O)C |o1:26,28| (6S)-6-{2-Chloro-3-[6-(trifluoro-methoxy)pyridin-3-yl]phenyl}-2-imino-6-methyl-3-[(2R*,4R*)-2-methyl-1,1-dioxothian-4-yl]-hexahydropyrimidin-4-one hydrochloride